tert-butyl (3S)-3-(3,5-di-fluoro-phenyl)isoxazolidine-2-carboxylate FC=1C=C(C=C(C1)F)[C@H]1N(OCC1)C(=O)OC(C)(C)C